C(#N)CC1(CC1)N(C(OC(C)(C)C)=O)CC(=O)C1=CC(=CC=C1)C(F)F tert-butyl (1-(cyanomethyl)cyclopropyl)(2-(3-(difluoromethyl)phenyl)-2-oxoethyl)carbamate